3-(3-(2-trifluoromethylphenyl)-5-methyl-4-thiazolinonyl)-N-(4-phenylbutyl)benzamide FC(C1=C(C=CC=C1)N1C(SC(=C1C=1C=C(C(=O)NCCCCC2=CC=CC=C2)C=CC1)C)=O)(F)F